CN1N=C(C(=C1C)O)C1=CC(=CC=C1)S(=O)(=O)CC 1,5-Dimethyl-3-(3-(ethylsulfonyl)phenyl)-pyrazol-4-ol